4-((p-toluylamino)methyl)benzonitrile C1(=CC=C(C=C1)NCC1=CC=C(C#N)C=C1)C